ClC1=C(C(=O)C2=CNC3=NC=C(C(=C32)N[C@H]3CO[C@@H](CC3)CC#N)C#N)C=CC(=C1)OC1=C(C=CC=C1)F 3-(2-chloro-4-(2-fluorophenoxy)benzoyl)-4-(((3R,6S)-6-(cyanomethyl)tetrahydro-2H-pyran-3-yl)amino)-1H-pyrrolo[2,3-b]pyridine-5-carbonitrile